1-tetradecanoyl-2-(11Z-octadecenoyl)-sn-glycero-3-phosphocholine CCCCCCCCCCCCCC(=O)OC[C@H](COP(=O)([O-])OCC[N+](C)(C)C)OC(=O)CCCCCCCCC/C=C\CCCCCC